(1aRS,7bSR)-5-{2-[((R)-1-azabicyclo-[2.2.2]oct-3-yl)amino]benzenesulfonyl-amino}-1,1a,2,7b-tetrahydrocyclopropa[c]benzopyran-4-carboxylic acid N12C[C@@H](C(CC1)CC2)NC2=C(C=CC=C2)S(=O)(=O)NC2=C(C1=C([C@@H]3[C@H](CO1)C3)C=C2)C(=O)O |&1:23,24|